C1(=CC=C(C=C1)CNC1=CC(=NC=2N1N=CC2C#N)N[C@@H]2CNCC2)C2=CC=CC=C2 (S)-7-(([1,1'-biphenyl]-4-ylmethyl)amino)-5-(pyrrolidin-3-ylamino)pyrazolo[1,5-a]pyrimidine-3-carbonitrile